2-(2-{[(4-fluoro-1H-1,3-benzodiazol-2-yl)methyl]amino}ethyl)-N-[(3-fluoropyridin-2-yl)methyl]-1,3-thiazole-4-carboxamide FC1=CC=CC=2NC(=NC21)CNCCC=2SC=C(N2)C(=O)NCC2=NC=CC=C2F